potassium disilazane [SiH3]N[SiH3].[K]